2,5-dioxopyrrolidin-1-yl 5-(4-(1,2,4,5-tetrazin-3-yl) benzylamino)-5-oxopentanoate N1=NC(=NN=C1)C1=CC=C(CNC(CCCC(=O)ON2C(CCC2=O)=O)=O)C=C1